N[C@@H]1C2=CC=CC=C2CC12CCN(CC2)C=2N=NC(=CN2)SC2=C(C(=NC=C2)NCC(CC#N)(C)C)Cl (S)-3-((4-((3-(1-amino-1,3-dihydrospiro[inden-2,4'-piperidin]-1'-yl)-1,2,4-triazin-6-yl)thio)-3-chloropyridin-2-yl)amino)-2,2-dimethylpropanecarbonitrile